C(C)(C)(C)NS(=O)(=O)N1CCCC2=C(C=CC=C12)[N+](=O)[O-] N-tert-butyl-5-nitro-3,4-dihydroquinoline-1(2H)-sulfonamide